5-chloro-N-(2-cyano-6-methoxyphenyl)-2-((3-fluoro-4-(6-(2-hydroxyethyl)-3,6-diazabicyclo[3.1.1]heptan-3-yl)phenyl)amino)pyrimidine-4-carboxamide ClC=1C(=NC(=NC1)NC1=CC(=C(C=C1)N1CC2N(C(C1)C2)CCO)F)C(=O)NC2=C(C=CC=C2OC)C#N